ClC=1C=C2[C@H]([C@@H](COC2=CC1)O)NC(=O)C=1C=C2[C@@H](CCOC2=CC1)N1C(NC(CC1=O)(CC)CC)=N (4R)-N-[(3S,4R)-6-chloro-3-hydroxy-chroman-4-yl]-4-(4,4-diethyl-2-imino-6-oxo-hexahydropyrimidin-1-yl)chromane-6-carboxamide